OC1=C(C=CC=C1)CC=O (2-HYDROXY-PHENYL)-ACETALDEHYDE